CCCCOCCOCCOCC1=CC2=C(C=C1CCC)OCO2 2-(2-Butoxyethoxy)ethyl (6-propylpiperonyl) ether